CN1CCN(CC1)CCCN=CC1=CC=C(C=C1)C=1N=C(C2=C(N1)N(C=C2)C)C2=CC=C(C=C2)C=NCCCN2CCN(CC2)C 2,4-bis{4-[(3-(4-methylpiperazin-1-yl)propyl)iminomethyl]phenyl}-7-methyl-7H-pyrrolo[2,3-d]pyrimidine